NC=1C=CC(=NC1N)C=1C=C(CC2=NNC(C3=CC=CC=C23)=O)C=CC1F 4-(3-(5,6-diaminopyridin-2-yl)-4-fluorobenzyl)phthalazin-1(2H)-one